(3R,4S)-N-Boc-3-fluoro-4-hydroxypyrrolidine C(=O)(OC(C)(C)C)N1C[C@H]([C@H](C1)O)F